CN(CCCNCCCN)C 3-(3-Dimethylaminopropylamino)propylamin